(S)-4-(((R)-2-methoxypropyl)(4-(5,6,7,8-tetrahydro-1,8-naphthyridin-2-yl)butyl)amino)-2-((7-methylthieno[3,2-d]pyrimidin-4-yl)amino)butanoic acid CO[C@@H](CN(CC[C@@H](C(=O)O)NC=1C2=C(N=CN1)C(=CS2)C)CCCCC2=NC=1NCCCC1C=C2)C